CC1=CNC2=NC=CC(=C21)OC2=CC=C(C=C2)CCN2CCCC2 3-methyl-4-(4-(2-(pyrrolidin-1-yl)ethyl)phenoxy)-1H-pyrrolo[2,3-b]pyridine